(S)-6-(6-cyclopropylpyridin-3-yl)-3-(1-hydroxypropan-2-yl)-8-(pyridin-3-yl)pyrido[3,4-d]pyrimidin-4(3H)-one C1(CC1)C1=CC=C(C=N1)C1=CC2=C(N=CN(C2=O)[C@H](CO)C)C(=N1)C=1C=NC=CC1